(6,7-Dihydro-5H-pyrazolo[5,1-b][1,3]oxazin-3-yl)((5R,9S)-2-methyl-3-(3,4,5-trifluorophenyl)-4,5,6,7,8,9-hexahydro-2H-5,9-epiminocycloocta[c]pyrazol-10-yl)methanone N1=CC(=C2OCCCN21)C(=O)N2[C@H]1CC=3C(=NN(C3C3=CC(=C(C(=C3)F)F)F)C)[C@@H]2CCC1